1-methoxy 3-propylacetate CCCCC(=O)OOC